ethyl 1-[(2-cyano-4-{6,6-difluoro-3-azabicyclo[3.1.0]hexan-3-yl}phenyl)methyl]-1H-pyrazole-4-carboxylate C(#N)C1=C(C=CC(=C1)N1CC2C(C2C1)(F)F)CN1N=CC(=C1)C(=O)OCC